1-[4-[2-(azetidin-3-yl)ethynyl]pyrazol-1-yl]-N-[4-cyano-3-(trifluoromethyl)phenyl]cyclobutanecarboxamide N1CC(C1)C#CC=1C=NN(C1)C1(CCC1)C(=O)NC1=CC(=C(C=C1)C#N)C(F)(F)F